vitamin C magnesium phosphate salt P(=O)([O-])([O-])[O-].[Mg+2].OC=1[C@H](OC(C1O)=O)[C@H](CO)O.P(=O)([O-])([O-])[O-].[Mg+2].[Mg+2]